3-chloro-α,α,2-trifluoro-benzenepropanoic acid ClC=1C(=C(C=CC1)CC(C(=O)O)(F)F)F